(R)-4-(5-bromo-2-methoxy-4-(methylsulfinyl)phenyl)-N-(5-methoxy-1,3,4-thiadiazol-2-yl)-6-methylnicotinamide BrC=1C(=CC(=C(C1)C1=CC(=NC=C1C(=O)NC=1SC(=NN1)OC)C)OC)[S@](=O)C